(4-(3,5-di-tert-butyl-phenyl)s-indacen-1-yl)dimethyl-(tetramethylcyclopentadienyl)silane C(C)(C)(C)C=1C=C(C=C(C1)C(C)(C)C)C=1C2=CC=C(C2=CC2=CC=CC12)[Si](C1(C(=C(C(=C1)C)C)C)C)(C)C